4-methoxyindole-1-carboxylic acid benzyl ester C(C1=CC=CC=C1)OC(=O)N1C=CC2=C(C=CC=C12)OC